BrC=1C=C(C(=O)NNC(C(=O)OCC)=N)C=CC1 ethyl 2-(2-(3-bromobenzoyl) hydrazino)-2-iminoacetate